6-(3,5-dimethylpyrazol-1-yl)-2-[[1-[3-(trifluoromethyl)benzoyl]azetidin-3-yl]methyl]pyridazin-3-one CC1=NN(C(=C1)C)C=1C=CC(N(N1)CC1CN(C1)C(C1=CC(=CC=C1)C(F)(F)F)=O)=O